FC1=CC=C(OC2C[C@@H]3[C@@H](CN(C3)C(C)(O)C=3C=NNC3)C2)C=C1 ((3aR,5s,6aS)-5-(4-fluorophenoxy)hexahydrocyclopenta[c]pyrrol-2(1H)-yl)-1-(1H-pyrazol-4-yl)ethanol